ClC1=NC=2N(C=C1)C(=NC2)C(F)F 2-chloro-6-(difluoromethyl)imidazo[1,5-a]pyrimidine